(+)-di-p-toluoyltartaric acid C1(=CC=C(C=C1)C(=O)C(C(C(=O)O)(O)C(=O)C1=CC=C(C=C1)C)(O)C(=O)O)C